({[(s,4s)-4-[2-(benzyloxy)phenyl]cyclohexyl]oxy}methyl)pyrrolidine-1-carboxylate C(C1=CC=CC=C1)OC1=C(C=CC=C1)C1CCC(CC1)OCOC(=O)N1CCCC1